n-butylisopropylmagnesium C(CCC)[Mg]C(C)C